Allothreonine N[C@@H]([C@@H](O)C)C(=O)O